Methyl 7-(benzyloxy)-2-(3-bromophenyl)-2,6,6-trimethyl-5-oxoheptanoate C(C1=CC=CC=C1)OCC(C(CCC(C(=O)OC)(C)C1=CC(=CC=C1)Br)=O)(C)C